3-(4-oxo-2-(trifluoromethyl)-5-((7-(((1R,2S,4R)-1,7,7-trimethylbicyclo[2.2.1]heptan-2-yl)amino)heptyl)amino)quinazolin-3(4H)-yl)piperidine-2,6-dione O=C1N(C(=NC2=CC=CC(=C12)NCCCCCCCN[C@@H]1[C@@]2(CC[C@H](C1)C2(C)C)C)C(F)(F)F)C2C(NC(CC2)=O)=O